ethyl 4-(2-fluoro-3-methoxyphenyl)-3-(1-methyl-1H-pyrazol-3-yl)-1H-pyrrole-2-carboxylate FC1=C(C=CC=C1OC)C=1C(=C(NC1)C(=O)OCC)C1=NN(C=C1)C